Dimethyl-zirconium C[Zr]C